3-((1-cyclopropyl-6-fluoro-1H-benzo[d]imidazol-5-yl)ethynyl)-1-((3S,5R)-5-(methoxymethyl)-1-propioloylpyrrolidin-3-yl)-5-(methylamino)-1H-pyrazole-4-carboxamide C1(CC1)N1C=NC2=C1C=C(C(=C2)C#CC2=NN(C(=C2C(=O)N)NC)[C@@H]2CN([C@H](C2)COC)C(C#C)=O)F